5-(1-methylcyclopropoxy)-3-[6-[4-(4-piperidinylmethyl)piperazin-1-yl]pyrimidin-4-yl]-1H-indazole CC1(CC1)OC=1C=C2C(=NNC2=CC1)C1=NC=NC(=C1)N1CCN(CC1)CC1CCNCC1